2-(4-Difluoromethoxybenzyl)-2H-indazole-5-carboxylic acid methyl ester COC(=O)C1=CC2=CN(N=C2C=C1)CC1=CC=C(C=C1)OC(F)F